COC(NC1=CC=C2C3=CNC([C@H](C/C=C/CCNC(C2=C1)=O)NC(\C=C\C1=C(C=CC(=C1)Cl)N1N=NN=C1)=O)=N3)=O {(E)-(S)-15-[(E)-3-(5-Chloro-2-tetrazol-1-yl-phenyl)-acryloylamino]-8-oxo-9,17,19-triaza-tricyclo[14.2.1.02,7]nonadeca-1(18),2,4,6,12,16(19)-hexaen-5-yl}-carbamic Acid methyl ester